OC1=C(C=C(C=C1)C(C)(C)C1=CC(=C(C=C1)O)NC(CC(C)C)C)NC(CC(C)C)C 2,2-bis[4-hydroxy-3-(1,3-dimethylbutyl)aminophenyl]propane